C(#N)CC(=O)NC1=CC(=CC=C1)C1=NC=NC(=C1)NC=1C=NN(C1)CCOC 2-cyano-N-(3-(6-((1-(2-methoxyethyl)-1H-pyrazol-4-yl)amino)pyrimidin-4-yl)phenyl)acetamide